Magnesium dihydrogen phosphate dihydrate O.O.P(=O)(O)(O)[O-].[Mg+2].P(=O)(O)(O)[O-]